2,2-bis(tert-butylperoxy)propane C(C)(C)(C)OOC(C)(C)OOC(C)(C)C